2-(4-(2-Aminoethyl)-1H-imidazol-1-yl)-N-benzyl-7,8-dihydro-5H-pyrano[4,3-d]pyrimidin-4-amine NCCC=1N=CN(C1)C=1N=C(C2=C(N1)CCOC2)NCC2=CC=CC=C2